C1(=CC=CC=C1)N(C1=CC=C(C=C1)C1=CC=CC=2C3=CC=CC=C3C(C(C12)=O)=O)C1=CC=CC=C1 (4-(diphenylamino)phenyl)phenanthrene-9,10-dione